methyl (R)-7-(7-chloro-10-(3-(4-chloro-3,5-dimethylphenoxy)propyl)-4-methyl-1-oxo-6-(1,3,5-trimethyl-1H-pyrazol-4-yl)-3,4-dihydropyrazino[1,2-a]indol-2(1H)-yl)-1H-indole-2-carboxylate ClC=1C=CC=2C(=C3N(C2C1C=1C(=NN(C1C)C)C)[C@@H](CN(C3=O)C=3C=CC=C1C=C(NC31)C(=O)OC)C)CCCOC3=CC(=C(C(=C3)C)Cl)C